C(C1=CC=CC=C1)OC(=O)N1CC(C(C1)C1=CNC2=CC=CC=C12)O 3-hydroxy-4-(1H-indol-3-yl)pyrrolidine-1-carboxylic acid benzyl ester